N=1N(N=C2C1C=CC=C2)C2=C(C(=CC(=C2)C)C(C)(C)C)O 2-(2H-benzotriazol-2-yl)-6-tert-butyl-4-methylphenol